1-(6-Aminopyridin-2-yl)-N-(4-chlorophenyl)-1H-indol-4-amine NC1=CC=CC(=N1)N1C=CC=2C(=CC=CC12)NC1=CC=C(C=C1)Cl